(S)-1-((dimethylamino)methyl)-4-((1-methyl-1H-pyrazol-4-yl)methyl)-N-(1-methylcyclopropyl)-5-oxo-1,2,4,5-tetrahydroimidazo[1,2-a]quinazoline-7-sulfonamide CN(C)C[C@H]1CN=C2N1C1=CC=C(C=C1C(N2CC=2C=NN(C2)C)=O)S(=O)(=O)NC2(CC2)C